O1CC(C1)CNC(C1=CC(=CC=C1)[C@@H](C)N1C=NC2=CC(=CC=C2C1=O)C=1C=NNC1C(F)(F)F)=O (R)-N-(Oxetan-3-ylmethyl)-3-(1-(4-oxo-7-(5-(trifluoromethyl)-1H-pyrazol-4-yl)quinazolin-3(4H)-yl)ethyl)benzamide